1-benzyl-phospholidine C(C1=CC=CC=C1)P1CCCC1